C(C)(C)OC(=O)C1=CC2=C(C=N1)C=NN2 1H-pyrazolo[4,3-c]pyridine-6-carboxylic acid isopropyl ester